methyl 1,2,3-benzotriazole-5-carboxylate N1=NN=C2C1=CC=C(C2)C(=O)OC